potassium sodium carbonate salt C([O-])([O-])=O.[Na+].[K+]